Ethylcyclopropanecarboxamide C(C)C1(CC1)C(=O)N